(R)-(4-(((5-methoxy-1,2,3,4-tetrahydronaphthalen-2-yl)(propyl)amino)methyl)piperidin-1-yl)(1H-pyrrol-2-yl)methanone COC1=C2CC[C@H](CC2=CC=C1)N(CCC)CC1CCN(CC1)C(=O)C=1NC=CC1